4-((2-(3-(6,7-dichloro-2-(2-hydroxyacetyl)-2,3,4,5-tetrahydro-1H-pyrido[4,3-b]indol-9-yl)-1H-pyrazol-1-yl)ethyl)amino)-4-oxobutanoic acid ClC1=C(C=C(C=2C3=C(NC12)CCN(C3)C(CO)=O)C3=NN(C=C3)CCNC(CCC(=O)O)=O)Cl